(7S)-2-((trans-4-(4-fluorophenoxy)tetrahydrofuran-3-yl)amino)-4,7,8-trimethyl-7,8-dihydropteridin-6(5H)-one FC1=CC=C(O[C@H]2[C@@H](COC2)NC2=NC=3N([C@H](C(NC3C(=N2)C)=O)C)C)C=C1